2-((2-methoxy-4-(morpholinosulfonyl)phenyl)amino)-4-(propylamino)-7H-pyrrolo[2,3-d]pyrimidine-5-carbonitrile COC1=C(C=CC(=C1)S(=O)(=O)N1CCOCC1)NC=1N=C(C2=C(N1)NC=C2C#N)NCCC